[(2R)-2,5,7,8-tetramethyl-2-[(4R,8R)-4,8,12-trimethyltridecyl]chroman-6-yl]acetate C[C@@]1(OC2=C(C(=C(C(=C2CC1)C)CC(=O)[O-])C)C)CCC[C@@H](CCC[C@@H](CCCC(C)C)C)C